C(C)(C)(C)OC(NC=1SC(=CN1)C(NC=1SC2=C(N1)C=CC=C2)=O)=O (5-(benzo[d]thiazol-2-ylcarbamoyl)thiazol-2-yl)carbamic acid tert-butyl ester